4-fluoro-N-(4-methyl-3-(7-methyl-2-((6-methylpyridin-3-yl)amino)-8-oxo-7,8-dihydropyrido[3,4-d]pyrimidin-6-yl)phenyl)benzenesulfonamide FC1=CC=C(C=C1)S(=O)(=O)NC1=CC(=C(C=C1)C)C1=CC2=C(N=C(N=C2)NC=2C=NC(=CC2)C)C(N1C)=O